(4R)-6-Chloro-5-fluoro-1'-(1-(1-(isoquinolin-6-yl)propyl)-1H-pyrazole-4-carbonyl)spiro[benzo[d][1,3]oxazine-4,3'-piperidin]-2(1H)-one ClC1=C(C2=C(NC(O[C@@]23CN(CCC3)C(=O)C=3C=NN(C3)C(CC)C=3C=C2C=CN=CC2=CC3)=O)C=C1)F